C1(CC1)OC1=CC(=NC=C1C=1C=NN(C1)[C@@H]1COCC1)NC1=NC(=NC(=C1)N)C(F)F (S)-N4-(4-cyclopropoxy-5-(1-(tetrahydrofuran-3-yl)-1H-pyrazol-4-yl)pyridin-2-yl)-2-(difluoromethyl)pyrimidine-4,6-diamine